4-(6-(6-Chloro-5-((2,4-difluorophenyl)sulfonamido)pyridin-3-yl)quinazolin-4-yl)piperazine ClC1=C(C=C(C=N1)C=1C=C2C(=NC=NC2=CC1)N1CCNCC1)NS(=O)(=O)C1=C(C=C(C=C1)F)F